ClC1=CC=C(C=C1)NC1C2=C(C=3N(CC1)N=NC3C)C=CC(=C2)C=2CCN(CC2)C(C)=O 1-(4-(7-((4-chlorophenyl)amino)-1-methyl-6,7-dihydro-5H-benzo[c][1,2,3]triazolo[1,5-a]azepin-9-yl)-3,6-dihydropyridin-1(2H)-yl)ethan-1-one